bis-(2,6-dimethoxybenzoyl)-phenyl-phosphine oxide COC1=C(C(=O)P(C2=CC=CC=C2)(C(C2=C(C=CC=C2OC)OC)=O)=O)C(=CC=C1)OC